C(C)N(CCNC1=NC=C(C=N1)C1=C2C=C(C(=CC2=CC2=C1C(OC2C(=O)N)=O)OC)OC)CC 9-(2-((2-(diethylamino)ethyl)amino)pyrimidin-5-yl)-6,7-dimethoxynaphtho[2,3-c]furan-1(3H)-onecarboxamide